[Pt+3].C(C)C1=C2NC(=C1CC)C=C1C(=C(C(=N1)C=C1C(=C(C(N1)=CC=1C(=C(C(N1)=C2)CC)CC)CC)CC)CC)CC 2,3,7,8,12,13,17,18-octaethyl-21H,23H-porphyrin platinum(III)